C(C=CC)N1C(C2=C(C(=C1)C1=CC=C(C=C1)NS(=O)(=O)C)C=CN2)=O N-[4-(6-but-2-enyl-7-oxo-1H-pyrrolo[2,3-c]pyridin-4-yl)phenyl]methanesulfonamide